COC(=O)C=1C2=C(N=CN1)NC=C2 7H-pyrrolo[2,3-d]pyrimidine-4-carboxylic acid methyl ester